tert-butyl (S)-3-(4-chloro-2-methyl-6-(2-methyl-3H-imidazo[4,5-b]pyridin-7-yl)phenoxy)piperidine-1-carboxylate ClC1=CC(=C(O[C@@H]2CN(CCC2)C(=O)OC(C)(C)C)C(=C1)C1=C2C(=NC=C1)NC(=N2)C)C